N-[2-[[5-chloro-2-[2-methoxy-5-methyl-4-(4-piperazin-1-yl-1-piperidyl)anilino]pyrimidine-4-yl]amino]-6-(trideuteriomethoxy)phenyl]methanesulfonamide ClC=1C(=NC(=NC1)NC1=C(C=C(C(=C1)C)N1CCC(CC1)N1CCNCC1)OC)NC1=C(C(=CC=C1)OC([2H])([2H])[2H])NS(=O)(=O)C